CN1C(N(C(C1(C)C)=O)CC1=NC(=NO1)C1=CC(=C(C=C1)OC1=C(C=CC=C1)C(F)(F)F)C(F)(F)F)=O 1,5,5-trimethyl-3-((3-(3-(trifluoromethyl)-4-(2-(trifluoromethyl)phenoxy)phenyl)-1,2,4-oxadiazol-5-yl)methyl)imidazolidine-2,4-dione